2-(3-methoxyphenoxy)propan-1-amine COC=1C=C(OC(CN)C)C=CC1